[Zn].C1(=CC=CC2=CC=CC=C12)[C@@H](C)N1CCC(CC1)N(S(=O)(=O)CCC(=O)N)CC(NCC(NCC#C)=O)=O (R)-3-(N-(1-(1-(naphthalen-1-yl)ethyl)piperidin-4-yl)-N-(2-oxo-2-((2-oxo-2-(prop-2-yn-1-ylamino)ethyl)amino)ethyl)sulfamoyl)propanamide zinc